[O-2].[Yb+3].[O-2].[O-2].[Yb+3] ytterbium oxide